C(C)(C)C1=CC(=NO1)CNC(=O)C1=C(C2=C(CCC3=CN(N=C23)CC2=NC=CC=C2)O1)C N-[(5-Isopropyl-1,2-oxazol-3-yl)methyl]-8-methyl-2-(pyridin-2-ylmethyl)-4,5-dihydro-2H-furo[2,3-g]indazol-7-carboxamid